7,14-diphenyl-N,N,N',N'-tetrakis(4-methylphenyl)acenaphth[1,2-a]fluoranthen-3,10-diamine C1(=CC=CC=C1)C1=C2C=C3C(=C4C=5C=CC(=CC5C(C=C1)=C42)N(C4=CC=C(C=C4)C)C4=CC=C(C=C4)C)C=4C(=CC=C2C=C(C=C3C42)N(C4=CC=C(C=C4)C)C4=CC=C(C=C4)C)C4=CC=CC=C4